(R)-Methyl 2-(2-chloro-3-methylphenoxy)propanoate ClC1=C(O[C@@H](C(=O)OC)C)C=CC=C1C